6-(4-Amino-3-isopropyl-3H-imidazo[4,5-c]pyridin-6-yl)-1-((1S,3s)-3-((R)-3-fluoropiperidin-1-yl)cyclobutyl)-2-oxospiro[indoline-3,4'-piperidine]-1'-carboxylic acid tert-butyl ester C(C)(C)(C)OC(=O)N1CCC2(CC1)C(N(C1=CC(=CC=C12)C1=CC2=C(C(=N1)N)N(C=N2)C(C)C)C2CC(C2)N2C[C@H](CCC2)F)=O